ClC1=C(C=NC(=C1)N1N=NC=C1)COC1=CC=CC(=N1)C1=C(C(=C(CC2=NC3=C(N2[C@@H]2COCC2(C)C)C=C(C=C3)C(=O)O)C(=C1)F)F)F (S)-2-(4-(6-((4-chloro-6-(1H-1,2,3-triazol-1-yl)pyridin-3-yl)methoxy)pyridin-2-yl)-2,3,6-trifluorobenzyl)-1-(4,4-dimethyltetrahydrofuran-3-yl)-1H-benzo[d]imidazole-6-carboxylic acid